C(C)(C)(C)OC(=O)N1CC(C1)OC=1C=C2C=NN(C2=CC1)C1=CC(=C(C(=C1)OCOC)F)F 3-((1-(3,4-difluoro-5-(methoxymethoxy)phenyl)-1H-indazol-5-yl)oxy)azetidine-1-carboxylic acid tert-butyl ester